9-undecene-1-ol C(CCCCCCCC=CC)O